ClC1=C(OC2=NN(C=C2)C(=O)OC(C)(C)C)C=C(C(=C1)[N+](=O)[O-])F tert-Butyl 3-(2-chloro-5-fluoro-4-nitrophenoxy)-1H-pyrazole-1-carboxylate